COC1=C(C=C2C(=NC=NC2=C1)NC=1C=CC=C2C=NN(C12)C)OC1CN(CC1)C(C=C)=O 1-(3-((7-methoxy-4-((1-methyl-1H-indazol-7-yl)-amino)quinazolin-6-yl)-oxy)pyrrolidin-1-yl)prop-2-en-1-one